C(C1=CC=CC=C1)N1CCC(=C(C1)C=1OC(=CN1)C=1C=NC(=CC1)OC)CC 2-(1-benzyl-4-ethyl-3,6-dihydro-2H-pyridin-5-yl)-5-(6-methoxy-3-pyridyl)oxazole